3-oxa-1,5-pentanediamine C(COCCN)N